CN1C(C(C(C=2C(=CC(=CC12)F)C(=O)O)=O)C1=C(C=CC=C1)Cl)C1CCOCC1.FC=1C=C(C=NC2=NN=C(S2)C=2C=C(C(O)=CC2)O)C=CC1 4-{5-[(3-fluorobenzylidene)amino]-1,3,4-thiadiazol-2-yl}catechol methyl-3-(2-chlorophenyl)-7-fluoro-2-(oxan-4-yl)-4-oxo-2,3-dihydro-1H-quinoline-5-carboxylate